O=C1C(=CC(=CN1)CC(=O)NCCN1CCN(CC1)C1=NC=C(C=N1)C(F)(F)F)C(F)(F)F 2-(6-oxo-5-(trifluoromethyl)-1,6-dihydropyridin-3-yl)-N-(2-(4-(5-(trifluoromethyl)pyrimidine-2-yl)piperazin-1-yl)ethyl)acetamide